FC1=CC=C2C(=CNC(C2=C1F)=O)[C@@H](C)N(C(=O)NCC1=CC(=C(C(=C1)F)F)F)C |r| Racemic-1-(1-(7,8-difluoro-1-oxo-1,2-dihydroisoquinolin-4-yl)ethyl)-1-methyl-3-(3,4,5-trifluorobenzyl)urea